FC(C=1C=NC(=NC1)N[C@H]1CN(CC1)C(=O)O[C@H](CC1=CNC(C(=C1)C(F)(F)F)=O)C)(F)F (S)-1-(6-Oxo-5-(trifluoromethyl)-1,6-dihydropyridin-3-yl)propan-2-yl (R)-3-((5-(trifluoromethyl)pyrimidin-2-yl)amino)pyrrolidine-1-carboxylate